C(C)(C)C1=C(C=CC=C1)C1N(CCN(C1)C1COCC1)C1CC2(C1)CCN(CC2)C(=O)OC(C)(C)C tert-butyl 2-(2-(2-isopropylphenyl)-4-(tetrahydrofuran-3-yl) piperazin-1-yl)-7-azaspiro[3.5]nonane-7-carboxylate